BrC=1C=2N(C=C(C1)F)N=CC2C=O 4-bromo-6-fluoro-pyrazolo[1,5-a]pyridine-3-carbaldehyde